FC(C1=CN=CC(=N1)C(=O)N)(F)F 6-(trifluoromethyl)pyrazine-2-carboxamide